(2-Chloropyrimidin-4-yl)-8-fluoro-2-methyl-3-(prop-1-en-2-yl)imidazo[1,2-a]pyridine ClC1=NC=CC(=N1)C1=CC=C(C=2N1C(=C(N2)C)C(=C)C)F